4-(3,4-difluorophenyl)-N-(2-ethyl-6-(1-(methylsulfonyl)-1,2,3,6-tetrahydropyridin-4-yl)imidazo[1,2-a]pyridin-3-yl)-N-methylthiazol-2-amine FC=1C=C(C=CC1F)C=1N=C(SC1)N(C)C1=C(N=C2N1C=C(C=C2)C=2CCN(CC2)S(=O)(=O)C)CC